2,3,3',3a',5,6,8',10'-octahydro-1'H,4'H-spiro[pyran-4,2'-pyrido[2,1-f]pyrrolo[2,1-c][1,2,4]triazine]-4'-carboxylate C1C2(CC3N(N4C(CN31)=CCC=C4)C(=O)[O-])CCOCC2